(R)-N-((7-((S)-1-(4-chlorobenzyl)piperidin-3-yl)-2-methylpyrazolo[1,5-a]pyrimidin-3-yl)methyl)-1-phenylethane-1-amine ClC1=CC=C(CN2C[C@H](CCC2)C2=CC=NC=3N2N=C(C3CN[C@H](C)C3=CC=CC=C3)C)C=C1